tert-butyl 2-((8-bromo-3-ethyl-7-methyl-2,6-dioxo-2,3,6,7-tetrahydro-1H-purin-1-yl)methyl)-4-chloro-1H-indole-1-carboxylate BrC1=NC=2N(C(N(C(C2N1C)=O)CC=1N(C2=CC=CC(=C2C1)Cl)C(=O)OC(C)(C)C)=O)CC